O(C1=CC=CC=C1)C1=CC=C(C=C1)C(CC(=O)O)NC1=CC=C(C=C1)C 3-(4-phenoxyphenyl)-3-(p-tolylamino)propionic acid